(3S,4S)-3-(4-Fluorophenoxymethyl)-4-methyl-2-(2-methyl-5-phenyl-1,3-thiazol-4-carbonyl)-2-azabicyclo[3.1.1]heptan FC1=CC=C(OC[C@H]2N(C3CC([C@@H]2C)C3)C(=O)C=3N=C(SC3C3=CC=CC=C3)C)C=C1